6-(3-Bromo-1-(3-chloropyridin-2-yl)-1H-pyrazol-5-carboxamido)-N-methoxypyrazolo[1,5-a]pyridin-7-carboxamid BrC1=NN(C(=C1)C(=O)NC=1C=CC=2N(C1C(=O)NOC)N=CC2)C2=NC=CC=C2Cl